2-(4-methyl-phenyl)-9,10-di-(2-naphthyl)anthracene CC1=CC=C(C=C1)C1=CC2=C(C3=CC=CC=C3C(=C2C=C1)C1=CC2=CC=CC=C2C=C1)C1=CC2=CC=CC=C2C=C1